FC([C@@H](C1=CC=C(C=C1)F)N1N=CC(=C1)C1=CC=CC(=N1)C1=CC=2N(C=C1OC)N=C(N2)N)(C)F (R)-7-(6-(1-(2,2-difluoro-1-(4-fluorophenyl)propyl)-1H-pyrazol-4-yl)pyridin-2-yl)-6-methoxy-[1,2,4]triazolo[1,5-a]pyridin-2-amine